2,6-Anhydro-4-(5-bromo-6-chloro-3-cyano-2H-indazol-2-yl)-3,4,5-trideoxy-5-pentafluoropropionamido-D-glycero-D-galacto-non-2-enonic acid BrC1=CC2=C(N(N=C2C=C1Cl)[C@H]1C=C(C(=O)O)O[C@H]([C@@H]1NC(C(C(F)(F)F)(F)F)=O)[C@H](O)[C@H](O)CO)C#N